N-(5-chloro-6-(2-(oxetan-3-yl)-2H-tetrazol-5-yl)pyridin-3-yl)-1,1-diphenylmethanimine ClC=1C=C(C=NC1C=1N=NN(N1)C1COC1)N=C(C1=CC=CC=C1)C1=CC=CC=C1